2-decanal CC(CCCCCCCC)=O